4-bromo-6-((1-hydroxythiofuran-3-yl)methoxy)pyrazolo[1,5-a]pyridine-3-carbonitrile BrC=1C=2N(C=C(C1)OCC1=CS(C=C1)O)N=CC2C#N